2-(tert-butoxymethyl)-tetrahydrofuran C(C)(C)(C)OCC1OCCC1